tripropyleneglycol methyl phenyl ether C1(=CC=CC=C1)OCC(OCC(OCC(C)OC)C)C